Cl.NC(C(=O)N1CCN(CC1)C(=O)NC1=NC(N(C=C1)C1=CC=C(C=C1)CC(CC)N1CC2(CC(C2)N)CC1)=O)(C)C 4-(2-Amino-2-methylpropanoyl)-N-(1-(4-(2-(2-amino-6-azaspiro[3.4]octan-6-yl)butyl)phenyl)-2-oxo-1,2-dihydropyrimidin-4-yl)piperazine-1-carboxamide Hydrochloride Salt